CN1C(=NC=C1)C(O)C=1N(C=CN1)C bis[(N-methyl)imidazol-2-yl]-carbinol